(3aR,4aR,7aS)-hexahydro-1H-cyclobuta[1,2-c:1,4-c']dipyrrol C1C2=CC3[C@@]2(CNC3)CN1